5-(5-cyclopropoxypyrimidin-2-yl)-7-methyl-7H-pyrrolo[2,3-d]pyrimidin-4-amine C1(CC1)OC=1C=NC(=NC1)C1=CN(C=2N=CN=C(C21)N)C